C1(CC1)C1=CC(=C(C=C1)NC1=C2C(=NC(=C1)NC1=NC(=C(N=C1)C)C)NN(C2=O)C)S(=O)(=O)C 4-((4-cyclopropyl-2-(methylsulfonyl)phenyl)amino)-6-((5,6-dimethylpyrazin-2-yl)amino)-2-methyl-1,2-dihydro-3H-pyrazolo[3,4-b]pyridin-3-one